3-[5-(4-aminoquinolin-2-yl)-1-oxo-2,3-dihydro-1H-isoindol-2-yl]piperidine-2,6-dione NC1=CC(=NC2=CC=CC=C12)C=1C=C2CN(C(C2=CC1)=O)C1C(NC(CC1)=O)=O